3-((3,5-dichloro-4-((4-oxo-3,4-dihydro-phthalazin-1-yl)oxy)phenyl)amino)-3-oxopropanoic acid ClC=1C=C(C=C(C1OC1=NNC(C2=CC=CC=C12)=O)Cl)NC(CC(=O)O)=O